COC=1C=C(C[C@@H]2[C@@H]([C@H](OC2)C2=CC(=C(C=C2)OC)OC)COCC#C)C=CC1OC (2S,3R,4R)-4-(3,4-Dimethoxybenzyl)-2-(3,4-dimethoxyphenyl)-3-(propargyloxymethyl)tetrahydrofuran